ammonium tetracerium (IV) sulfate S(=O)(=O)([O-])[O-].[Ce+4].[Ce+4].[Ce+4].[Ce+4].[NH4+]